Pyruvaldehyde C(C(=O)C)=O